N=1NC(C=C2C=CC=CC12)=O cinnolin-3(2H)-one